[NH2+]1CCCC1 Azolidinium